C(C(=C)C)(=O)OCCNC(=O)OC(CSC(C1=CC=CC=C1)(C1=CC=CC=C1)C1=CC=CC=C1)CSC(C1=CC=CC=C1)(C1=CC=CC=C1)C1=CC=CC=C1 2-((((1,3-bis(tritylthio)propan-2-yl)oxy)carbonyl)amino)ethyl methacrylate